N,N,2-trimethylquinolin-8-amine CN(C=1C=CC=C2C=CC(=NC12)C)C